N-[1-(2-aminoethyl)imidazo[4,5-c]pyridin-6-yl]-5-(4-fluorophenyl)thiazol-2-amine NCCN1C=NC=2C=NC(=CC21)NC=2SC(=CN2)C2=CC=C(C=C2)F